2-cyano-2-(2,3,5-trifluoro-4,6-bis(trifluoromethyl)phenyl)acetic acid ethyl-acetate C(C)OC(C)=O.C(#N)C(C(=O)O)C1=C(C(=C(C(=C1C(F)(F)F)F)C(F)(F)F)F)F